CSC=1N=CC2=C(N1)C(=NC(=C2)C#N)N2CCCCC2 2-(methylsulfanyl)-8-(piperidin-1-yl)pyrido[3,4-d]pyrimidine-6-carbonitrile